N1-(4-(((4,5-Dimethylthiazol-2-yl)amino)methyl)-3-methylphenyl)-3,6,9,12,15-pentaoxaheptadecane-1,17-diamine CC=1N=C(SC1C)NCC1=C(C=C(C=C1)NCCOCCOCCOCCOCCOCCN)C